C(=C)C1=C(C=CC=C1)OC ortho-vinyl-anisole